(4aR,8aS)-1-(3-chloro-4-(2-((triisopropylsilyl)oxy)ethoxy)phenyl)-3,3-dimethyldecahydroquinoxaline ClC=1C=C(C=CC1OCCO[Si](C(C)C)(C(C)C)C(C)C)N1CC(N[C@@H]2CCCC[C@H]12)(C)C